C(C)(C)(C)OC(=O)N1CC(CC(C1)C)OCCOCC1=CC=CC=C1 3-(2-benzyloxy-ethoxy)-5-methyl-piperidine-1-carboxylic acid tert-butyl ester